BrC1=C(C(=O)O)C(=CC=C1OC)F 2-bromo-6-fluoro-3-methoxy-benzoic acid